4-(9H-fluoren-9-ylmethoxycarbonylamino)-5-[[4-[(Z)-non-2-enoxy]-4-oxo-butyl]amino]-5-oxo-pentanoic acid C1=CC=CC=2C3=CC=CC=C3C(C12)COC(=O)NC(CCC(=O)O)C(=O)NCCCC(=O)OC\C=C/CCCCCC